(2-hydroxy-4,6-dimethylphenyl)boronic acid OC1=C(C(=CC(=C1)C)C)B(O)O